tert-butyl [(R)-1-({6-chloro-5-[(mesyloxy)methyl]-3-pyridyl}methyl)-3-piperidyl]carbamate ClC1=C(C=C(C=N1)CN1C[C@@H](CCC1)NC(OC(C)(C)C)=O)COS(=O)(=O)C